2-(benzoyloxy)-2-methyl-3-oxo-3-(piperidin-1-yl)propionic acid C(C1=CC=CC=C1)(=O)OC(C(=O)O)(C(N1CCCCC1)=O)C